FC1=C(C(=C(C(=C1F)F)F)F)[BH3-] (2,3,4,5,6-pentafluorophenyl)boranuide